6-(4-isopropyl-3-(4-(piperazin-1-yl)phenyl)-1H-pyrazol-5-yl)-8-methyl-[1,2,4]triazolo[1,5-a]pyridine C(C)(C)C=1C(=NNC1C=1C=C(C=2N(C1)N=CN2)C)C2=CC=C(C=C2)N2CCNCC2